N=1C=CN2C1C=CC(=C2)C=2C=CN1N=C(N=CC12)NCC1OCCC1 5-(Imidazo[1,2-a]pyridin-6-yl)-N-((tetrahydrofuran-2-yl)methyl)pyrrolo[2,1-f][1,2,4]triazin-2-amine